2'-iodo-(1,1',3',1'')terphenyl C1=CC=C(C=C1)C2=C(C(=CC=C2)C3=CC=CC=C3)I